(trimethyl)silane C[SiH](C)C